O1C2=C(OCC1)C(=CC=C2)O 2,3-Dihydrobenzo[b][1,4]dioxin-5-ol